3-Phenethyl-quinazoline-2,4(1H,3H)-dione C(CC1=CC=CC=C1)N1C(NC2=CC=CC=C2C1=O)=O